4-methylcarboxymethyl-1,2,3-trimethylimidazolium CC=1[N+](=C(N(C1CC(=O)O)C)C)C